4-{6-[2-(4-Chloro-7-methoxy-2-methyl-benzo[b]thiophen-3-yl)-ethylamino]-pyrimidin-4-yl}-2-methylsulfanylbenzoic acid ClC1=CC=C(C=2SC(=C(C21)CCNC2=CC(=NC=N2)C2=CC(=C(C(=O)O)C=C2)SC)C)OC